(E)-3-[3-[(2-Chloro-4-fluorophenoxy)methyl]-4-methoxyphenyl]-1-(2,4-dihydroxyphenyl)prop-2-en-1-one ClC1=C(OCC=2C=C(C=CC2OC)/C=C/C(=O)C2=C(C=C(C=C2)O)O)C=CC(=C1)F